5-(bromomethyl)-6,7-difluoroquinoxaline BrCC1=C2N=CC=NC2=CC(=C1F)F